C(C=C)N1S(C2=C(C3=C1C=CC=C3)N=C(N=C2)NC2=CC=C(C=C2)C2CCN(CC2)C)(=O)=O 6-allyl-N-[4-(1-methylpiperidin-4-yl)phenyl]-6H-pyrimido[5,4-c][2,1]benzothiazin-2-amine 5,5-dioxide